2-((4-(4-(2-((3R,5R,7R)-adamantan-1-yl)acetyl)piperazin-1-yl)-2-methoxyphenyl)amino)-5-methyl-8-(3-(4-methyl-2-oxopiperazin-1-yl)phenyl)pyrido[2,3-d]pyrimidine C12(CC3CC(CC(C1)C3)C2)CC(=O)N2CCN(CC2)C2=CC(=C(C=C2)NC=2N=CC3=C(N2)N(CC=C3C)C3=CC(=CC=C3)N3C(CN(CC3)C)=O)OC